FC1(CN(CC1)C1=NC=C(C=N1)F)C(=O)N1CCOC2=C(C1)C=NC=C2C#N 4-[3-fluoro-1-(5-fluoropyrimidin-2-yl)pyrrolidine-3-carbonyl]-3,5-dihydro-2H-pyrido[3,4-f][1,4]oxazepine-9-carbonitrile